2-(1-isopropyl-5-(quinolin-8-yl)-1H-indol-3-yl)-N-(4-methoxybenzyl)acetamide C(C)(C)N1C=C(C2=CC(=CC=C12)C=1C=CC=C2C=CC=NC12)CC(=O)NCC1=CC=C(C=C1)OC